3-(5-(1,2-Dimethyl-5-phenyl-1H-imidazol-4-yl)-1-oxoisoindolin-2-yl)piperidine-2,6-dione CN1C(=NC(=C1C1=CC=CC=C1)C=1C=C2CN(C(C2=CC1)=O)C1C(NC(CC1)=O)=O)C